BrC=1C(=NC(=NC1)NC1=CC2=C(N(CCO2)C)C=C1)NC1=C(C=CC=C1)P(=O)(C)C 5-bromo-N4-(2-dimethylphosphorylphenyl)-N2-(4-methyl-2,3-dihydro-1,4-benzoxazin-7-yl)pyrimidine-2,4-diamine